NC1=C(C=CC(=C1)OC)C1=C(C=CC=2CCCCC12)O (2-amino-4-methoxyphenyl)-5,6,7,8-tetrahydronaphthalene-2-ol